FC(S(=O)(=O)OC=1C2=C(N=C(N1)SC)CC(OC2)C2=CC(=CC1=CC=C(C(=C21)CC)F)OCOC)(F)F 7-(8-ethyl-7-fluoro-3-(methoxymethoxy)naphthalen-1-yl)-2-(methylthio)-7,8-dihydro-5H-pyrano[4,3-d]pyrimidin-4-yl trifluoromethanesulfonate